S1C(=CC=C1)C(C#N)(O[Si](C)(C)C)C=1SC=CC1 2,2-di(thiophene-2-yl)-2-((trimethylsilyl)oxy)acetonitrile